methoxymethyl-2-furylsilane COC[SiH2]C=1OC=CC1